C(C)N1CC2=CC(=C(C=C2CC1)OC)N 2-Ethyl-6-methoxy-1,2,3,4-tetrahydroisoquinolin-7-amine